[N+](=O)([O-])C=1C=C2C(=CC(OC2=CC1)=O)NC1=C(C=CC=C1)C1=CC=C(C(=O)N)C=C1 4-((6-nitro-2-oxo-2H-chromen-4-ylamino)phenyl)benzamide